tert-butyl 3-(((S)-2-((S)-2-aminopropanamido) propanamido)methyl)azetidine-1-carboxylate N[C@H](C(=O)N[C@H](C(=O)NCC1CN(C1)C(=O)OC(C)(C)C)C)C